1-(5-(2-(5-carboxy-5-methylhexyl)phenyl)pentyl)cyclopropane C(=O)(O)C(CCCCC1=C(C=CC=C1)CCCCCC1CC1)(C)C